(S)-N-(3-(1-((2-ethyl-2H-pyrazolo[3,4-b]pyrazin-6-yl)amino)ethyl)phenyl)-2-(pyrrolidin-1-yl)thiazole-5-carboxamide C(C)N1N=C2N=C(C=NC2=C1)N[C@@H](C)C=1C=C(C=CC1)NC(=O)C1=CN=C(S1)N1CCCC1